FC(C(=O)O)(F)F.C1=C(C=CC=2CCCCC12)C=1N=NNC1C(=O)O 4-(5,6,7,8-tetrahydronaphthalen-2-yl)-1H-1,2,3-triazole-5-carboxylic acid 2,2,2-trifluoroacetate